BrCC1=CC=C(C=C1)C1=NC=C(C=C1)C(F)F 2-[4-(bromomethyl)phenyl]-5-(difluoromethyl)-pyridine